CC=1C(C2=C(OCCO2)C(C1)=O)=O 6-methyl-2,3-dihydrobenzo[b][1,4]dioxine-5,8-dione